ClC1=C(C=NN1C)CNCCO 2-(((5-chloro-1-methyl-1H-pyrazol-4-yl)methyl)amino)ethan-1-ol